CC(=O)C1=CC(=C(C=C1N)OC)OC 2-amino-4,5-dimethoxyacetophenone